thieno[3,2-d]pyrimidine-6-carboxamide di-citrate C(CC(O)(C(=O)O)CC(=O)O)(=O)O.C(CC(O)(C(=O)O)CC(=O)O)(=O)O.N1=CN=CC2=C1C=C(S2)C(=O)N